C(C)(=O)N1[C@@H](CN(C[C@H]1COC)C(C=C)=O)C1=CC(=NC(=C1)Cl)C1=NC=CC(=N1)C(=O)NC (4-((2R,6S)-1-acetyl-4-acryloyl-6-(methoxymethyl)piperazin-2-yl)-6-chloropyridin-2-yl)-N-methylpyrimidine-4-carboxamide